Cl.FC1=C(C=CC=C1)CC1=CC2=C(C=N1)C(CN2C(CN2[C@H](CN[C@@H](C2)C)CN2C(CCC2)=O)=O)(C)C {[(2R,5R)-1-(2-{6-[(2-Fluorophenyl)methyl]-3,3-dimethyl-1H,2H,3H-pyrrolo[3,2-c]pyridin-1-yl}-2-oxoethyl)-5-methylpiperazin-2-yl]methyl}pyrrolidin-2-one hydrochloride